[Pd+2].C1(CCCCC1)P(C1=C(C=CC=C1)C1=C(C=CC=C1OC(C)C)OC(C)C)C1CCCCC1 2-dicyclohexylphosphino-2',6'-di-isopropoxy-1,1'-biphenyl palladium (II)